N1(CCCN(CCCNCCC1)CC=1C(=C(C=C(C1)C)NC(CP(O)(O)=O)=O)O)CC=1C(=C(C=C(C1)C)NC(CP(O)(O)=O)=O)O {1,5,9-triazacyclododecane-1,5-diylbis[methylene(2-hydroxy-5-methyl-3,1-phenylene)azanediyl(2-oxoethane-2,1-diyl)]}bis(phosphonic acid)